BrC1=C(C=CC(=C1)OCCCC1OCCO1)C=1CCN(CC1)C(=O)OC(C)(C)C tert-butyl 4-{2-bromo-4-[3-(1,3-dioxolan-2-yl) propoxy] phenyl}-3,6-dihydropyridine-1(2H)-carboxylate